7-chloro-1H-indazole-1,3-dicarboxylate ClC=1C=CC=C2C(=NN(C12)C(=O)[O-])C(=O)[O-]